3-[(S)-Hydroxy-{3-[5-(1-hydroxy-1-methyl-ethyl)-pyridin-3-yl]-phenyl}-(4-isopropyl-phenyl)-methyl]-3-methyl-azetidine-1-carboxylic acid tert-butyl ester C(C)(C)(C)OC(=O)N1CC(C1)(C)[C@](C1=CC=C(C=C1)C(C)C)(C1=CC(=CC=C1)C=1C=NC=C(C1)C(C)(C)O)O